C(#N)C=1C=CC(=NC1)N1CCN(CC1)CC=1C=C(OC1)NC(=O)NCC 1-(4-((4-(5-cyanopyridin-2-yl)piperazin-1-yl)methyl)furan-2-yl)-3-ethylurea